17-Cyclopropylmethyl-3,14β-dihydroxy-4,5α-epoxy-6α-[(2'-furanyl)propanamido]morphinan hydrochloride Cl.C1(CC1)CN1[C@H]2[C@@]3(CC[C@@H]([C@H]4[C@@]3(C=3C(=C(C=CC3C2)O)O4)CC1)NC(C(C)C=1OC=CC1)=O)O